4-{5-[2-chloro-6-(prop-2-yn-1-yloxy)phenyl]-4,5-dihydro-1,2-oxazol-3-yl}-1,3-thiazol ClC1=C(C(=CC=C1)OCC#C)C1CC(=NO1)C=1N=CSC1